N1N=CC(=C1)C1(CC1)C#N 1-(1H-pyrazol-4-yl)cyclopropane-1-carbonitrile